FC=1C=C2CN(CC2=CC1F)C(CNC12CC3(CC(CC(C1)C3)C2)NC(NCCOCCOCCOCCNC(OC(C)(C)C)=O)=O)=O tert-Butyl (1-((3-((2-(5,6-difluoroisoindolin-2-yl)-2-oxoethyl) amino)adamantan-1-yl)amino)-1-oxo-5,8,11-trioxa-2-azatridecan-13-yl)carbamate